CN(CCCN(C(COC1=CC=C(C=C1)C(C)C)=O)CC1=CC=2N(C=C1)N=CC2C(=O)N)C 5-((N-(3-(dimethylamino)propyl)-2-(4-isopropylphenoxy)acetamido)methyl)pyrazolo[1,5-a]pyridine-3-carboxamide